NCC1(CCN(CC1)C=1N(C(C2=C(N1)NC=C2C2=C(C1=CN(N=C1C=C2)C)Cl)=O)C)OC 2-(4-(Aminomethyl)-4-methoxypiperidin-1-yl)-5-(4-chloro-2-methyl-2H-indazol-5-yl)-3-methyl-3,7-dihydro-4H-pyrrolo[2,3-d]pyrimidin-4-one